CN1C(=NC2=C1C=CC(=C2)C2=C(C=CC=C2)OC2=CC=CC=C2)CCC(=O)O 3-[1-methyl-5-(2-phenoxyphenyl)benzimidazol-2-yl]propanoic acid